7-cyclopropyl-6-methyl-1H-indazol-3-amine C1(CC1)C=1C(=CC=C2C(=NNC12)N)C